(4-((2-(4-((4S,5R)-4,5-bis(4-chlorophenyl)-2-(2-isopropoxy-4-methoxyphenyl)-4,5-dihydro-1H-imidazole-1-carbonyl)piperazin-1-yl)ethyl)carbamoyl)phenyl)boronic acid ClC1=CC=C(C=C1)[C@@H]1N=C(N([C@@H]1C1=CC=C(C=C1)Cl)C(=O)N1CCN(CC1)CCNC(=O)C1=CC=C(C=C1)B(O)O)C1=C(C=C(C=C1)OC)OC(C)C